ClC=1C(=C(NC2=C(NC3=C2C(NCC3)=O)C3=C(C=NC=C3)O)C=CC1)OC 3-(3-chloro-2-methoxyanilino)-2-(3-hydroxypyridin-4-yl)-1,5,6,7-tetrahydro-4H-pyrrolo[3,2-c]pyridin-4-one